C(C)(C)OC1=C(C=C(C=C1)/C=C/C(=O)N1CCN(CC1)C(C1=CC(=CC=C1)C(F)(F)F)=O)OC (e)-3-(4-isopropoxy-3-methoxyphenyl)-1-(4-(3-(trifluoromethyl)benzoyl)piperazin-1-yl)prop-2-en-1-one